1-((8-((2,2'-dimethyl-3'-(methyl-(3-morpholinopropyl)amino)-[1,1'-biphenyl]-3-yl)amino)-1,7-naphthyridin-3-yl)methyl)piperidine-2-acetic acid CC1=C(C=CC=C1NC=1N=CC=C2C=C(C=NC12)CN1C(CCCC1)CC(=O)O)C1=C(C(=CC=C1)N(CCCN1CCOCC1)C)C